NC1=C2C(=C3C(=N1)C=CS3)N(C(=N2)CCCC)CC2=CC=C(CNCCC(=O)N[C@@H](CC3=CNC=N3)C(=O)O)C=C2 (3-((4-((4-amino-2-butyl-1H-imidazo[4,5-d]thieno[3,2-b]pyridin-1-yl)methyl)benzyl)amino)propanoyl)-L-histidine